6-Chloro-7-methoxy-2H-3,1-benzoxazine-2,4(1H)-dione ClC=1C(=CC2=C(C(OC(N2)=O)=O)C1)OC